tert-Butyl 7-[8-(tert-butoxycarbonylamino)-3-[(3-cyanocyclobutoxy)carbonylamino]-7-fluoro-6-isoquinolyl]-8-methyl-2,3-dihydropyrido[2,3-b][1,4]oxazine-1-carboxylate C(C)(C)(C)OC(=O)NC=1C(=C(C=C2C=C(N=CC12)NC(=O)OC1CC(C1)C#N)C1=C(C2=C(OCCN2C(=O)OC(C)(C)C)N=C1)C)F